isopropyl Ethanesulfonate C(C)S(=O)(=O)OC(C)C